C[C@@H]1CN(C[C@H]2N1CC1=CC(=CC=C21)NCCN2CCOCC2)C2=C1C=CC=NC1=C(C=C2)C#N 5-[(4R,10bS)-4-methyl-8-(2-morpholinoethylamino)-3,4,6,10b-tetrahydro-1H-pyrazino[2,1-a]isoindol-2-yl]quinoline-8-carbonitrile